5-(3-Methoxyphenyl)-N-(3-(2-(piperidin-1-yl)propyl)-1,2,4-thiadiazol-5-yl)furan-3-Formamide COC=1C=C(C=CC1)C1=CC(=CO1)C(=O)NC1=NC(=NS1)CC(C)N1CCCCC1